3-(tert-butyl)-5,7-dihydroxypyrazolo[1,5-a]pyrimidine-2-carboxylic acid ethyl ester C(C)OC(=O)C1=NN2C(N=C(C=C2O)O)=C1C(C)(C)C